ClC1=CC=C(C(=N1)NCC1CCOCC1)N 6-Chloro-N2-((tetrahydro-2H-pyran-4-yl)methyl)pyridine-2,3-diamine